CC1=C(C(=CC=C1)C)S(=O)(=O)CCN(CC)CC 2-((2,6-dimethylphenyl)sulfonyl)-N,N-diethylethan-1-amine